1-[4-cyano-2-(trifluoromethyl)phenyl]-4-{2'-ethoxy-[2,3'-bipyridin]-5-yl}-N-[(3S)-1-methylpyrrolidin-3-yl]piperidine-4-carboxamide C(#N)C1=CC(=C(C=C1)N1CCC(CC1)(C(=O)N[C@@H]1CN(CC1)C)C=1C=CC(=NC1)C=1C(=NC=CC1)OCC)C(F)(F)F